(S)-(t-butoxycarbonylamino)-4(S)-hydroxy-6-phenyl-2(R)-(2,3,4-trimethoxyphenylmethyl)-hexanoyl-(L)-valyl-N-(2-methoxy-ethyl)-amide C(C)(C)(C)OC(=O)NN([C@H](C(C)C)C(=O)[N-]CCOC)C([C@H](C[C@H](CCC1=CC=CC=C1)O)CC1=C(C(=C(C=C1)OC)OC)OC)=O